(R)-6-(4-(3-(4-chloro-3-fluorophenyl)-1-(1-methoxypropan-2-yl)-1H-pyrrolo[2,3-b]pyridine-6-carbonyl)-3,3-dimethylpiperazin-1-yl)-2,4-dimethylnicotinic acid ClC1=C(C=C(C=C1)C1=CN(C2=NC(=CC=C21)C(=O)N2C(CN(CC2)C2=NC(=C(C(=O)O)C(=C2)C)C)(C)C)[C@@H](COC)C)F